2-methyl-6-oxo-1,6-dihydropyridine CC=1NC(C=CC1)=O